CCC(CC(=O)[O-])=O.CCC(CC(=O)[O-])=O.CC([O-])C.[Al+3] aluminum isopropoxide bis(methylacetoacetate)